C(#N)C=1C=C(C=CC1F)NC(=O)N1CC=2N(C[C@@H]1C)N=NC2CO (S)-N-(3-Cyano-4-fluorophenyl)-3-(hydroxymethyl)-6-methyl-6,7-dihydro-[1,2,3]triazolo[1,5-a]pyrazine-5(4H)-carboxamide